C(CCC)[Si](C1=CC=C(C=C1)P(N(P(C1=C(C=CC=C1)C(F)(F)F)C1=CC=C(C=C1)[Si](CCCC)(CCCC)CCCC)C)C1=CC=C(C=C1)[Si](CCCC)(CCCC)CCCC)(CCCC)CCCC N-(bis(4-(tributylsilyl)phenyl)phosphaneyl)-N-methyl-1-(4-(tributylsilyl)phenyl)-1-(2-(trifluoromethyl)phenyl)phosphanamine